CN(C)\C=C\1/C(CCC(C1=O)(C)C)=O (2E)-2-(dimethylaminomethylene)-4,4-dimethyl-cyclohexane-1,3-dione